CN(C(/C=C/CC[C@@H](C(=O)NC=1C(N(C=CC1)CC=1N(C2=C(C=C(C=C2C1)F)C(F)(F)F)C(=O)OC(C)(C)C)=O)OC(N(C)C)=O)=O)C tert-butyl (S,E)-2-((3-(7-(dimethylamino)-2-((dimethylcarbamoyl)oxy)-7-oxohept-5-enamido)-2-oxopyridin-1(2H)-yl)methyl)-5-fluoro-7-(trifluoromethyl)-1H-indole-1-carboxylate